1-((1r,3r)-3-aminocyclobutyl)-3-(4-(4-fluoro-2-methoxyphenyl)pyridin-2-yl)urea NC1CC(C1)NC(=O)NC1=NC=CC(=C1)C1=C(C=C(C=C1)F)OC